3-(((7-bromo-2,3-dihydrofuro[3,2-c]pyridin-4-yl)amino)methyl)-2-fluoro-N-(3-methoxypropyl)benzamide BrC=1C2=C(C(=NC1)NCC=1C(=C(C(=O)NCCCOC)C=CC1)F)CCO2